2-(2-isopropylphenyl)-4,5,6,7-tetrahydro-2H-indazol-4-amine C(C)(C)C1=C(C=CC=C1)N1N=C2CCCC(C2=C1)N